N-tert-butoxycarbonyl-1,3-propanediamine C(C)(C)(C)OC(=O)NCCCN